N-(4-Chlorophenyl)-4-hydroxy-3-{5-[4-(trifluoromethoxy)phenyl]-octahydropyrrolo[3,4-c]pyrrol-2-yl}butanamide ClC1=CC=C(C=C1)NC(CC(CO)N1CC2CN(CC2C1)C1=CC=C(C=C1)OC(F)(F)F)=O